6-(1H-imidazol-1-yl)-1-methyl-1,7-naphthyridine-2,4(1H,3H)-dione N1(C=NC=C1)C=1C=C2C(CC(N(C2=CN1)C)=O)=O